N1CC(C1)CN1N=CC(=C1)C=1C(=CC2=C(C(C=3NC4=CC(=CC=C4C3C2=O)C#N)(C)C)C1)CC 8-[1-(azetidin-3-ylmethyl)pyrazol-4-yl]-9-ethyl-6,6-dimethyl-11-oxo-5H-benzo[b]carbazole-3-carbonitrile